3-(5-(1,3,4-oxadiazol-2-yl)pyridin-3-yl)phenyl 2-azaspiro[3.3]heptane-2-carboxylate C1N(CC12CCC2)C(=O)OC2=CC(=CC=C2)C=2C=NC=C(C2)C=2OC=NN2